tert-butyl 7-(4-chlorophenyl)-7-hydroxy-3,4,6,8,9,9a-hexahydro-1H-pyrido[1,2-a]pyrazine-2-carboxylate ClC1=CC=C(C=C1)C1(CCC2N(CCN(C2)C(=O)OC(C)(C)C)C1)O